3-(2-fluoro-4-(4-((trifluoromethyl)thio)benzyl)phenyl)urea FC1=C(C=CC(=C1)CC1=CC=C(C=C1)SC(F)(F)F)NC(N)=O